(((1-(2-chlorophenyl)-2-oxocyclohexyl)(methyl)carbamoyl)oxy)methyl benzoate C(C1=CC=CC=C1)(=O)OCOC(N(C)C1(C(CCCC1)=O)C1=C(C=CC=C1)Cl)=O